N-(2-(1,3-dimethylbutyl)phenyl)-1,3-dimethyl-5-fluoro-1H-pyrazole-4-carboxamide CC(CC(C)C)C1=C(C=CC=C1)NC(=O)C=1C(=NN(C1F)C)C